(3R,4R)-4-({7-bromo-5-fluoropyrrolo[2,1-f][1,2,4]triazin-2-yl}amino)piperidin-3-ol 2,2,2-trifluoroacetate FC(C(=O)O)(F)F.BrC1=CC(=C2C=NC(=NN21)N[C@H]2[C@@H](CNCC2)O)F